C(C)(=O)C1=CC(=CC=2C(C(=C(OC21)SCC)C)=O)C 8-acetyl-2-ethylsulfanyl-3,6-dimethyl-benzopyran-4-one